1-ethyl-3-methyl-1H-pyrazolo[4,3-b]Pyridine-5-carboxylic acid C(C)N1N=C(C2=NC(=CC=C21)C(=O)O)C